C(C)(C)(C)OC([C@@H](CCCCCCBr)C)=O (R)-8-bromo-2-methyl-octanoic acid tert-butyl ester